(5Z)-5-[(dimethylamino)methylene]-3-[(3-methylphenyl)methyl]imidazolidine-2,4-dione CN(C)\C=C/1\C(N(C(N1)=O)CC1=CC(=CC=C1)C)=O